2,7-dichloro-1,8-naphthyridine ClC1=NC2=NC(=CC=C2C=C1)Cl